Heptyl 8-Bromooctanoate BrCCCCCCCC(=O)OCCCCCCC